ClC=1C2=C(N=NC1)NC=C2 4-chloro-7H-pyrrolo[2,3-c]pyridazine